C(C)C1(NC(N(C(C1)=O)[C@@H]1CCOC2=CC=C(C=C12)C(=O)N[C@H]1[C@@H](COC2=CC=C(C=C12)F)O)=N)CC (4R)-4-(4,4-diethyl-2-imino-6-oxo-hexahydropyrimidin-1-yl)-N-[(3S,4R)-6-fluoro-3-hydroxy-chroman-4-yl]chromane-6-carboxamide